FC=1C=C(C=CC1)C(CC(=O)NC)NC(=O)C1=CC=2N(C=C1)C=CN2 N-(1-(3-fluorophenyl)-3-(methylamino)-3-oxopropyl)imidazo[1,2-a]pyridine-7-carboxamide